C(C)(C)(C)OC(=O)N[C@H](C(=O)O)CC1=C(C=CC(=C1)Cl)C=1OC(=NN1)C (2S)-2-[(tert-butoxycarbonyl)amino]-3-[5-chloro-2-(5-methyl-1,3,4-oxadiazol-2-yl)phenyl]propanoic acid